FC(C)(F)C1=NN(C(=C1C)C(=O)NC1=CC(=NC=C1)S(N)(=O)=O)CC1(CC1)F 3-(1,1-difluoroethyl)-1-((1-fluorocyclopropyl)methyl)-4-methyl-N-(2-sulfamoylpyridin-4-yl)-1H-pyrazole-5-carboxamide